ClC1=NC=C(C=N1)C(=O)N(C=1C(=NC=CC1C1=C(C=C(C(=C1)F)F)F)[C@@H]1OCC(CC1)(F)F)C(=O)C=1C=NC(=NC1)Cl |r| rac-2-chloro-N-(2-chloropyrimidine-5-carbonyl)-N-(2-(5,5-difluorotetrahydro-2H-pyran-2-yl)-4-(2,4,5-trifluorophenyl)pyridin-3-yl)pyrimidine-5-carboxamide